FC1=CC=CC(=N1)C1=NC2=CC(=NC=C2C=C1)CN [2-(6-fluoro-2-pyridinyl)-1,6-naphthyridin-7-yl]methylamine